(2R)-2-hydroxy-hex-5-enoic acid methyl ester COC([C@@H](CCC=C)O)=O